9-(4-chloro-2,6-difluoro-phenyl)-7-[(2S,4R)-2-(1-cyclopropyl-6-oxo-3-pyridyl)tetrahydropyran-4-yl]-2,3-dimethyl-pyrimido[1,2-b]pyridazin-4-one ClC1=CC(=C(C(=C1)F)C=1C=2N(N=C(C1)[C@H]1C[C@H](OCC1)C1=CN(C(C=C1)=O)C1CC1)C(C(=C(N2)C)C)=O)F